Cl.N[C@H](C(=O)N)CC=1C(NC2=CC=C(C=C2C1)C)=O (S)-2-amino-3-(6-methyl-2-oxo-1,2-dihydroquinolin-3-yl)propanamide hydrochloride